methyl 5-{[(2R,3S)-1-(tert-butoxycarbonyl)-2-methylazetidin-3-yl]oxy}-6-fluoropyridine-2-carboxylate C(C)(C)(C)OC(=O)N1[C@@H]([C@H](C1)OC=1C=CC(=NC1F)C(=O)OC)C